N(=C=O)C1=CC=C(C=C1)C(C)=O 1-(4-isocyanatophenyl)ethan-1-one